1,2,3,4,5,6,7,8-octahydro-5,5-dimethyl-2-naphthalenecarboxaldehyde CC1(C=2CCC(CC2CCC1)C=O)C